N-[[6-(3-Acetylanilino)-2-pyridyl]sulfonyl]-2-(2,2,4-trimethylpyrrolidin-1-yl)pyridin-3-carboxamid C(C)(=O)C=1C=C(NC2=CC=CC(=N2)S(=O)(=O)NC(=O)C=2C(=NC=CC2)N2C(CC(C2)C)(C)C)C=CC1